C1(CC2C(C1)O2)CCCC[Si]2(O[Si](O[Si](O[Si](O2)(C)CCCCC2CC1C(C2)O1)(C)CCCCC1CC2C(C1)O2)(C)CCCCC2CC1C(C2)O1)C 2,4,6,8-tetrakis(4-(3,4-epoxycyclopentyl)butyl)-2,4,6,8-tetramethylcyclotetrasiloxane